FC(S(=O)(=O)OC=1CCOC(C1)C=1C=NN(C1C)C)(F)F [6-(1,5-dimethylpyrazol-4-yl)-3,6-dihydro-2H-pyran-4-yl] trifluoromethanesulfonate